C(N)(=N)C=1C=C(SC1)[C@@H](C)NC(=O)[C@H]1N(C[C@@H](C1)OC(F)F)C(CNC(=O)C1=CC2=C(SC3=C2C=CC=C3)C=C1)=O (2S,4R)-N-((R)-1-(4-carbamimidoylthiophen-2-yl)ethyl)-1-((dibenzo[b,d]thiophene-2-carbonyl)glycyl)-4-(difluoromethoxy)pyrrolidine-2-carboxamide